3-Chloro-5-[rac-(3S)-3-methyl-2,3,4,5-tetrahydropyridin-6-yl]pyridine tert-Butyl-rac-(3S)-6-(5-chloro-3-pyridyl)-3-methyl-3,4-dihydro-2H-pyridine-1-carboxylate C(C)(C)(C)OC(=O)N1C[C@H](CC=C1C=1C=NC=C(C1)Cl)C.ClC=1C=NC=C(C1)C=1CC[C@@H](CN1)C |r|